OC1C(CCCC1)NC1=NC=C2C=C(N=C(C2=C1)NC(C)C)C#N 7-((2-hydroxycyclohexyl)amino)-1-(isopropylamino)-2,6-naphthyridine-3-carbonitrile